C(#CCC)Cl butynyl chloride